methyl 4-(5-(2,4-bis(trifluoromethyl)benzyl)-2-(2,6-diethylphenyl)-6,6-dimethyl-2,4,5,6-tetrahydropyrrolo[3,4-c]pyrazol-3-yl)-1H-indole-7-carboxylate FC(C1=C(CN2C(C3=NN(C(=C3C2)C2=C3C=CNC3=C(C=C2)C(=O)OC)C2=C(C=CC=C2CC)CC)(C)C)C=CC(=C1)C(F)(F)F)(F)F